1-(5-(anthracen-9-yl)-1H-pyrrol-2-yl)-N,N-dimethylmethanamine C1=CC=CC2=CC3=CC=CC=C3C(=C12)C1=CC=C(N1)CN(C)C